4,4-bis(2-ethylhexyl)-dithiinopentalene-1-carbaldehyde C(C)C(CC1(CSS(C2=CC3=CC=CC3=C21)C=O)CC(CCCC)CC)CCCC